C(C)(C)(C)C=1C=C(C=CC1)C1=CC=2C(=CN=C(C2)SC2(CC2)C(=O)O)N1 1-((2-(3-(tert-Butyl)phenyl)-1H-pyrrolo[2,3-c]pyridin-5-yl)thio)cyclopropane-1-carboxylic acid